glycolyl-urea C(CO)(=O)NC(=O)N